ClC1=CC(=NC=C1)C=1N=C(SC1)NC1=NC=CC(=C1)C 4-(4-chloropyridin-2-yl)-N-(4-methylpyridin-2-yl)thiazol-2-amine